3-(trimethoxysilylpropyl)-1-propanamine CO[Si](OC)(OC)CCCCCCN